(4-(dimethylamino)phenyl)(phenyl)methanol tert-butyl-4-({4-[4-(2,6-dioxopiperidin-3-yl)phenyl]piperazin-1-yl}methyl)piperidine-1-carboxylate C(C)(C)(C)C1N(CCC(C1)CN1CCN(CC1)C1=CC=C(C=C1)C1C(NC(CC1)=O)=O)C(=O)OC(C1=CC=CC=C1)C1=CC=C(C=C1)N(C)C